5-Fluoro-2-[[(1R)-1-(6-methyl-4-oxo-2-phenyl-chromen-8-yl)ethyl]amino]benzoic acid FC=1C=CC(=C(C(=O)O)C1)N[C@H](C)C=1C=C(C=C2C(C=C(OC12)C1=CC=CC=C1)=O)C